1-(cyclopropylmethyl)-6-(prop-1-en-2-yl)-N-(1-(3,4,5-trimethoxyphenyl)-1H-imidazol-4-yl)-1H-pyrazolo[3,4-d]Pyrimidine-4-amine C1(CC1)CN1N=CC=2C1=NC(=NC2NC=2N=CN(C2)C2=CC(=C(C(=C2)OC)OC)OC)C(=C)C